OC(C)(C)C=1C=C(SC1)[S@](=O)(N)=NC(NC1=C2CCC(C2=CC=2CCCC12)=O)=O (S)-4-(2-hydroxypropan-2-yl)-N'-((1-oxo-1,2,3,5,6,7-hexahydro-s-indacen-4-yl)carbamoyl)thiophene-2-sulfonimidamide